NCC1=NNC(C2=C(C=C(C=C12)C=1C=NN(C1C1=C(C(=C2C=C(C=NC2=C1C#N)Cl)C)F)C)OCC)=O (P)-7-(4-(4-(aminomethyl)-8-ethoxy-1-oxo-1,2-dihydrophthalazin-6-yl)-1-methyl-1H-pyrazol-5-yl)-3-chloro-6-fluoro-5-methylquinoline-8-carbonitrile